tert-Butyl 3-[3-chloro-5-(1-hydroxyethyl)-6-methoxy-2-methylphenyl]azetidine-1-carboxylate ClC=1C(=C(C(=C(C1)C(C)O)OC)C1CN(C1)C(=O)OC(C)(C)C)C